(R)-1-(2-chloropyridin-3-yl)ethyl (4-(5-acetamido-3-fluoropyridin-2-yl)-1-methyl-1H-1,2,3-triazol-5-yl)carbamate C(C)(=O)NC=1C=C(C(=NC1)C=1N=NN(C1NC(O[C@H](C)C=1C(=NC=CC1)Cl)=O)C)F